N-cyclooctyl-5,6-dimethyl-1H-pyrrolo[2,3-b]pyridine-2-formamide C1(CCCCCCC1)NC(=O)C1=CC=2C(=NC(=C(C2)C)C)N1